(1-(2-(dimethylamino)ethyl)cyclopropyl)methanol CN(CCC1(CC1)CO)C